ClC1=C(C(=CC=C1C)F)CC(COC1OCCCC1)=O 1-(2-chloro-6-fluoro-3-methylphenyl)-3-[(oxan-2-yl)oxy]propan-2-one